C1(C=CC(N1CCCCCC(=O)ON1C(C(CC1=O)S(=O)(=O)O)=O)=O)=O N-(ε-Maleimido-caproyloxy)sulfosuccinimide